CN1N=NC(=C1)C(C)O 1-(1-methyl-1H-1,2,3-triazol-4-yl)ethan-1-ol